ClC1=NC=C2C(C=C(NC2=C1)[C@@H]1[C@H](C1)C1=CC(=CC=C1)Cl)=O 7-chloro-2-((1S,2S)-2-(3-chlorophenyl)cyclopropyl)-1,6-naphthyridin-4(1H)-one